tert-Butyl 3-iodo-1H-indole-1-carboxylate IC1=CN(C2=CC=CC=C12)C(=O)OC(C)(C)C